2-((7,8-Dichloro-2-oxo-6-((2-(trimethylsilyl)ethoxy)methyl)-1,2,3,4,5,6-hexahydroazepino[4,5-b]indol-10-yl)oxy)acetamide ClC1=C(C=C(C=2C3=C(N(C12)COCC[Si](C)(C)C)CCNC(C3)=O)OCC(=O)N)Cl